3-[(cyanomethyl)amino]-4-[(5S)-6-[(5-methoxy-7-methyl-1H-indol-4-yl)methyl]-6-azaspiro[2.5]octan-5-yl]benzoic acid C(#N)CNC=1C=C(C(=O)O)C=CC1[C@@H]1CC2(CC2)CCN1CC1=C2C=CNC2=C(C=C1OC)C